(R)-5-(1-aminoethyl)-3-(4-(4-fluorophenyl)piperazin-1-yl)-2,7-dimethylisoquinolin-1(2H)-one N[C@H](C)C1=C2C=C(N(C(C2=CC(=C1)C)=O)C)N1CCN(CC1)C1=CC=C(C=C1)F